FC1=CC=C(C=2SC3=CC=CC=C3C(C12)=O)OCC1CO1 1-fluoro-4-(glycidoxy)thioxanthone